C(C)(C)(C)OC[C@H]1C(N(CC(N1CC1=CC=C(C=C1)C(F)(F)F)=O)C1=C(C=C(C#N)C=C1)F)=O (S)-4-(3-(tert-butoxymethyl)-2,5-dioxo-4-(4-(trifluoro-methyl)benzyl)piperazin-1-yl)-3-fluorobenzonitrile